FC(C1=CC=C(C=N1)N1C[C@H](CCC1)CN1C[C@@H](C([C@@H](C1)O)O)O)(F)F (3S,4R,5R)-1-(((R)-1-(6-(trifluoromethyl)pyridin-3-yl)piperidin-3-yl)methyl)piperidine-3,4,5-triol